5,5'-oxybis(N-(2-ethylhexyl)-2-cyano-pyridin-4-one) O(C=1C(C=C(N(C1)CC(CCCC)CC)C#N)=O)C=1C(C=C(N(C1)CC(CCCC)CC)C#N)=O